FC1=C(C(=O)O)C=CC=C1OCCOS(=O)(=O)C1=CC=C(C)C=C1 2-fluoro-3-(2-(tosyloxy)ethoxy)benzoic acid